2-[6-(3-trifluoromethylsulfonyl-benzyl)-2-azaspiro[3.3]heptane-2-carbonyl]-2,5-diazaspiro[3.4]octan-6-one FC(S(=O)(=O)C=1C=C(CC2CC3(CN(C3)C(=O)N3CC4(C3)NC(CC4)=O)C2)C=CC1)(F)F